3-methyl-N-(7-methyl-[1,2,4]triazolo[1,5-a]pyridin-6-yl)-1-(3-methyltetrahydro-2H-pyran-4-yl)-1H-pyrazolo[3,4-d]pyrimidin-6-amine CC1=NN(C2=NC(=NC=C21)NC=2C(=CC=1N(C2)N=CN1)C)C1C(COCC1)C